6-(2H-1,2,3-triazol-2-yl)thieno[2,3-d]pyrimidine-2,4(1H,3H)-dione N=1N(N=CC1)C1=CC2=C(NC(NC2=O)=O)S1